(8-(trifluoromethyl)-10H-phenoxazin-3-yl)methylamine FC(C1=CC=C2OC=3C=C(C=CC3NC2=C1)CN)(F)F